4,7-bis(3-hexyloxy-phenyl)-2,9-dimethyl-1,10-phenanthroline C(CCCCC)OC=1C=C(C=CC1)C1=CC(=NC2=C3N=C(C=C(C3=CC=C12)C1=CC(=CC=C1)OCCCCCC)C)C